CC1CCC(CC1)(C1=C(C=CC=C1)O)C1=C(C=CC=C1)O 4-methylcyclohexylidenebisphenol